C(C)(C)(C)OC(=O)N1CC(C1)(C1=NNC=C1)C 3-methyl-3-(1H-pyrazol-3-yl)azetidine-1-carboxylic acid tert-butyl ester